octane-1-carboxylic acid C(CCCCCCC)C(=O)O